ethyl 1-(4-(cyanomethyl) phenethyl)-1H-pyrazole-4-carboxylate C(#N)CC1=CC=C(CCN2N=CC(=C2)C(=O)OCC)C=C1